FC(C(=O)O)(F)F.ClC1=C(C(=O)N2COC3=C(C2)C=CC=C3C3=CC(=C(C(=O)OC)C=C3F)N3CCOCC3)C(=CC(=C1)N1CC3(C1)CNC3)Cl methyl 4-[3-[2,6-dichloro-4-(2,6-diazaspiro[3.3]heptan-2-yl)benzoyl]-2,4-dihydro-1,3-benzoxazin-8-yl]-5-fluoro-2-morpholin-4-ylbenzoate 2,2,2-trifluoroacetate